Difluoroacetat FC(C(=O)[O-])F